(2S,3R,5R,10R,13R,14S,17S)-2,3,14-Trihydroxy-17-[2-[4-(2-hydroxyethyl)-1-piperidyl]acetyl]-10,13-dimethyl-2,3,4,5,9,11,12,15,16,17-decahydro-1H-cyclopenta[a]phenanthren-6-on O[C@H]1C[C@@]2(C3CC[C@@]4([C@H](CC[C@]4(C3=CC([C@@H]2C[C@H]1O)=O)O)C(CN1CCC(CC1)CCO)=O)C)C